5-(((2-((2-Aminoethyl)amino)ethyl)amino)methyl)-N-(4-((4-(3,5-dichlorophenyl)piperazin-1-yl)sulfonyl)phenyl)-2-(N-methylmethylsulfonamido)benzamide NCCNCCNCC=1C=CC(=C(C(=O)NC2=CC=C(C=C2)S(=O)(=O)N2CCN(CC2)C2=CC(=CC(=C2)Cl)Cl)C1)N(S(=O)(=O)C)C